C(C)(C)(C)OC(=O)N1CC2(C1)CC(C2)N2N=C(C=C2C)C=2C=C1C=NN(C1=CC2)C 6-[5-methyl-3-(1-methyl-1H-indazol-5-yl)-1H-pyrazol-1-yl]-2-azaspiro[3.3]heptane-2-carboxylic acid tert-butyl ester